1,4-dihydrobenzene C1C=CCC=C1